CC1=CN=C2N1C=C(C=C2)B2OC(C(O2)(C)C)(C)C 3-methyl-6-(4,4,5,5-tetramethyl-1,3,2-dioxaborolan-2-yl)imidazo[1,2-a]pyridine